2,2-bis(mercaptomethyl-thio)-1,3-propanedithiol SCSC(CS)(CS)SCS